C1(CC1)[C@H]1[C@H]([C@@H](O[C@]1(C(F)(F)F)C)C(=O)NC1=CC(=NC=C1)C(=O)N)C1=C(C(=C(C=C1)F)F)OC 4-((2R,3S,4S,5R)-4-cyclopropyl-3-(3,4-difluoro-2-methoxyphenyl)-5-methyl-5-(trifluoromethyl)tetrahydrofuran-2-carboxamido)picolinamide